(R)-6-(2-(trifluoromethoxy)ethyl)chroman-3-amine hydrochloride Cl.FC(OCCC=1C=C2C[C@H](COC2=CC1)N)(F)F